1-iodo-1,1,3,3-tetramethylbutane IC(CC(C)(C)C)(C)C